N-(3,3-difluorocyclobutyl)-5-(4-(3-(5-ethyl-6-oxo-1,6-dihydropyrimidin-2-yl)cyclopent-2-en-1-yl)piperazin-1-yl)-6-fluoropicolinamide FC1(CC(C1)NC(C1=NC(=C(C=C1)N1CCN(CC1)C1C=C(CC1)C=1NC(C(=CN1)CC)=O)F)=O)F